CC1=NN(C2=CC=CC=C12)CCC1=CC=NC=C1 3-methyl-1-(2-(pyridin-4-yl)ethyl)-1H-indazole